FC(C)(C)C1=CC=NC=C1C#N 4-(2-fluoropropan-2-yl)nicotinonitrile